OC[C@H]1CC([C@H]2[C@@H]1OC(O2)(C)C)=O (3aR,6R,6aR)-6-(hydroxymethyl)-2,2-dimethyl-tetrahydrocyclopenta[d][1,3]dioxol-4-one